(2R,4S)-1-(9-bromo-8-methoxy-1-(thiophen-2-yl)-5,6-dihydroimidazo[5,1-a]isoquinoline-3-carbonyl)-4-hydroxy-2-methylpyrrolidine-2-carboxamide BrC1=C(C=C2CCN3C(C2=C1)=C(N=C3C(=O)N3[C@](C[C@@H](C3)O)(C(=O)N)C)C=3SC=CC3)OC